ClC=1C=C2C(=CN1)N(C(=C2)C=2C(=NC=CC2)OC2CC2)C 3-{5-chloro-1-methylpyrrolo[2,3-c]pyridin-2-yl}-2-cyclopropoxy-pyridine